ClC1=NC=C(C(=N1)Cl)CN1C(C(CC1)(C)C)=O 1-((2,4-dichloropyrimidin-5-yl)methyl)-3,3-dimethyl-pyrrolidin-2-one